4-(4-carboxybenzyl)-2-(1-naphthyl)-1,2,4-thiadiazole-3,5-dione C(=O)(O)C1=CC=C(CN2C(N(SC2=O)C2=CC=CC3=CC=CC=C23)=O)C=C1